Natrium lactat C(C(O)C)(=O)[O-].[Na+]